FC(C=1C(=C(C=CC1)[C@@H](C)NC=1C2=C(N=CN1)N=C(C(=C2)C2CCS(CC2)(=O)=O)OC)F)(C2CN(C2)C(C)C)F (R)-4-(4-((1-(3-(difluoro(1-isopropylazetidin-3-yl)methyl)-2-fluorophenyl)ethyl)amino)-7-methoxypyrido[2,3-d]pyrimidin-6-yl)tetrahydro-2H-thiopyran-1,1-dioxide